(4-amino-4-methylpiperidin-1-yl)(5-((2,3-dichlorophenyl)thio)thiophen-2-yl)methanone NC1(CCN(CC1)C(=O)C=1SC(=CC1)SC1=C(C(=CC=C1)Cl)Cl)C